tert-butyl 5-[1-[3,5-dimethoxy-4-(2,2,2-trifluoroethylcarbamoyl) phenyl]benzimidazol-5-yl]-3,4-dihydro-2H-pyridine-1-carboxylate COC=1C=C(C=C(C1C(NCC(F)(F)F)=O)OC)N1C=NC2=C1C=CC(=C2)C=2CCCN(C2)C(=O)OC(C)(C)C